NC1=NC=2C=CC(=CC2C2=C1[C@H](OC2)C)C(=O)N([C@@H]2COC1=C2C=CC(=C1)C(F)(F)F)CC (3R)-4-amino-N-ethyl-3-methyl-N-((3S)-6-(trifluoromethyl)-2,3-dihydro-1-benzofuran-3-yl)-1,3-dihydrofuro[3,4-c]quinoline-8-carboxamide